1-methyl-4-hydroxy-3-(2,2,2-trifluoroethan-1-on-1-yl)benzo[4,5]thieno[3,2-h]quinolin CN1CC(=C(C2=CC=C3C(=C12)SC1=C3C=CC=C1)O)C(C(F)(F)F)=O